1-(1H-imidazole-1-carbonyl)-1H-imidazole N1(C=NC=C1)C(=O)N1C=NC=C1